ClC=1C=C(OC[C@@H](/C=C/[C@H]2[C@@H](C[C@@H]3OC[C@H](CC[C@@H]32)CCCC(=O)O)O)O)C=C(C1)Cl 4-{(3S,5aR,6R,7R,8aS)-6-[(1E,3R)-4-(3,5-dichlorophenoxy)-3-hydroxy-1-buten-1-yl]-7-hydroxyoctahydro-2H-cyclopenta[b]oxepin-3-yl}butanoic acid